C(C1=CC=CC=C1)O[C@H]1[C@H]2OC(=C[C@@]1(O[C@H]2N2C(NC(C(=C2)C)=O)=O)COCC2=CC=CC=C2)C 1-((1R,5R,7R,8S)-8-(benzyloxy)-5-((benzyloxy)methyl)-3-methyl-2,6-dioxabicyclo[3.2.1]oct-3-en-7-yl)-5-methylpyrimidine-2,4(1H,3H)-dione